BrCC=1C=C(OC1C)S(=O)(NC(NC1=C2CCCC2=CC=2CCCC12)=O)=N 4-(bromomethyl)-N-((1,2,3,5,6,7-hexahydro-s-indacen-4-yl)carbamoyl)-5-methylfuran-2-sulfonimidamide